CC=1N=C2N(C=C(N=C2)C(=O)NC=2C=NC(=CC2)N2CCNCC2)C1 2-methyl-N-(6-(piperazin-1-yl)pyridin-3-yl)imidazo[1,2-a]pyrazine-6-carboxamide